1,4-bis(tert-butylperoxycarbonyl)cyclohexane C(C)(C)(C)OOC(=O)C1CCC(CC1)C(=O)OOC(C)(C)C